7-chloro-8-fluoro-2-(methylthio)pyrido[4,3-d]Pyrimidin-4-ol ClC1=C(C=2N=C(N=C(C2C=N1)O)SC)F